allylaminotrimethylsilane C(C=C)N[Si](C)(C)C